rac-trans-dimethylsilanediyl-(2-methyl-4-phenyl-5-methoxy-6-tert-butyl-indenyl)(2-methyl-4-(4-tert-butylphenyl)indenyl)zirconium dichloride [Cl-].[Cl-].C[Si](=[Zr+2](C1C(=CC2=C(C=CC=C12)C1=CC=C(C=C1)C(C)(C)C)C)C1C(=CC2=C(C(=C(C=C12)C(C)(C)C)OC)C1=CC=CC=C1)C)C